C(CC)(=O)OC[C@H]1O[C@H]([C@]([C@@H]1O)(C)F)N1C2=NC(=NC(=C2N=C1)NC)NC(CC1=CC=CC=C1)=O ((2R,3R,4R,5R)-4-fluoro-3-hydroxy-4-methyl-5-(6-(methylamino)-2-(2-phenylacetamido)-9H-purin-9-yl)tetrahydrofuran-2-yl)methyl propionate